BrC1=C2C(=C3C=CC(=NC3=C1Cl)N1C[C@H]([C@H](C1)N(C)C)O)COC2 (3R,4S)-1-(4-Bromo-5-chloro-1,3-dihydrofuro[3,4-f]quinolin-7-yl)-4-(dimethylamino)pyrrolidin-3-ol